FC1=C(N)C=C(C(=C1)C)C=1C=C(C=2N(C1)C=CN2)C2CCOCC2 2-fluoro-4-methyl-5-[8-(oxan-4-yl)imidazo[1,2-a]pyridin-6-yl]aniline